FC(N1N=C(C=C1C(=O)O)C(F)(F)F)F 2-(difluoromethyl)-5-(trifluoromethyl)pyrazole-3-carboxylic acid